FC=1C=C(C(=O)NCC2CCC(CC2)C2=NOC(=N2)C2=CC=CC=C2)C=C(C1O)F 3,5-difluoro-4-hydroxy-N-{[(1r,4r)-4-(5-phenyl-1,2,4-oxadiazol-3-yl)cyclohexyl]methyl}benzamide